FC(O[C@H]1[C@@H](O[C@@H]([C@H]1O)CO)N1C(=O)NC(=O)C=C1)(F)F 2'-O-(trifluoromethyl)uridine